O1C=COC=C1 p-dioxin